2-(3-amino-1-methyl-1H-indazol-6-yl)-2,7-diazaspiro[3.5]nonane-7-carboxylic acid tert-butyl ester C(C)(C)(C)OC(=O)N1CCC2(CN(C2)C2=CC=C3C(=NN(C3=C2)C)N)CC1